C(C)(C)(C)NC1CN(CC1)C1=CC2=NN(C=C2S1)C=1C=C(C=2N(N1)C=C(N2)C)C N-tert-butyl-1-(2-{2,8-dimethylimidazo[1,2-b]pyridazin-6-yl}thieno[3,2-c]pyrazol-5-yl)pyrrolidin-3-amine